Copper dipyridylphosphine N1=C(C=CC=C1)PC1=NC=CC=C1.[Cu]